CC(CCC[Mg]I)CC(CC(CC(CCC)C)C)C 4,6,8,10-tetramethyltridecylmagnesium iodide